C(#N)[C@@H]1CN(CCC1)C1CCN(CC1)C(CN1N=C(C(=C1)NC(=O)C=1C=NN2C1N=CC=C2)C2=C(C=CC(=C2)SC)OC(F)F)=O N-[1-(2-[4-[(3S)-3-cyanopiperidin-1-yl]piperidin-1-yl]-2-oxoethyl)-3-[2-(difluoromethoxy)-5-(methylsulfanyl)phenyl]-1H-pyrazol-4-yl]pyrazolo[1,5-a]pyrimidine-3-carboxamide